ClC1=C(C(=NN1)C)NC(C1=C(C=C(C(=C1)F)C=1N=C(N(C1)C)C1(COC1)O)O[C@H](C(F)(F)F)C)=O (S)-N-(5-Chloro-3-methyl-1H-pyrazol-4-yl)-5-fluoro-4-(2-(3-hydroxyoxetan-3-yl)-1-methyl-1H-imidazol-4-yl)-2-((1,1,1-trifluoropropan-2-yl)oxy)benzamide